2-(5,5-dimethoxypentanoyl)-sn-glycero-3-phosphocholine COC(CCCC(=O)O[C@H](CO)COP(=O)([O-])OCC[N+](C)(C)C)OC